1-[4-[bis(2-methylpropyl)amino]-3-nitrophenyl]cyclobutane-1-carbonitrile CC(CN(C1=C(C=C(C=C1)C1(CCC1)C#N)[N+](=O)[O-])CC(C)C)C